C(CC)C=1C=C(C=CC1O)S(=O)(=O)C1=CC(=C(C=C1)O)CCC bis-(3-propyl-4-hydroxyphenyl) sulfone